CN(CCNC1=C2C(=NC(=C1)NC1=CC=C(C3=C1OCCO3)C(=O)N3CCOCC3)NC=C2C(F)(F)F)C (8-((4-((2-(dimethylamino)ethyl)amino)-3-(trifluoromethyl)-1H-pyrrolo[2,3-b]pyridin-6-yl)amino)-2,3-dihydrobenzo[b][1,4]dioxin-5-yl)(morpholino)methanone